6-tert-butyl-5-(3-chlorophenyl)-4-(2-fluoro-6-(trifluoromethoxy)phenoxy)thieno[2,3-d]pyrimidine C(C)(C)(C)C1=C(C2=C(N=CN=C2OC2=C(C=CC=C2OC(F)(F)F)F)S1)C1=CC(=CC=C1)Cl